NC1=CC=C(N=N1)C1CCN(CC1)C(=O)C1=NC=C(C(=C1)OC)C1=CC(=C(C=C1)F)OCC(F)(F)F [4-(6-Amino-pyridazin-3-yl)-piperidin-1-yl]-{5-(4-fluoro-3-(2,2,2-trifluoro-ethoxy)-phenyl)-4-methoxy-pyridin-2-yl}-methanone